C(=O)(O)C1=C(C=C(C#N)C#N)C=CC=C1C(=O)O 2,3-dicarboxybenzalmalononitrile